2,4-Difluoro-3-[(4-methoxyphenyl)methoxy]benzaldehyde FC1=C(C=O)C=CC(=C1OCC1=CC=C(C=C1)OC)F